The molecule is an erythronate that is the conjugate base of D-erythronic acid, obtained by deprotonation of the carboxy group; major species at pH 7.3. It is a conjugate base of a D-erythronic acid. C([C@H]([C@H](C(=O)[O-])O)O)O